C(CC)NC(=C(NCCC)NCCC)[SiH3] tri(N-propylamino)vinylsilane